4-(3,3-difluoropiperidin-1-yl)-8-fluoro-7-(7-fluoro-3-(methoxymethoxy)-8-[(triisopropylsilyl)ethynyl]naphthalen-1-yl)-5-methoxy-2-(methylsulfonyl)pyrido[4,3-d]Pyrimidine FC1(CN(CCC1)C=1C2=C(N=C(N1)S(=O)(=O)C)C(=C(N=C2OC)C2=CC(=CC1=CC=C(C(=C21)C#C[Si](C(C)C)(C(C)C)C(C)C)F)OCOC)F)F